Ethyl 6-(3-(4-(2-hydroxylethyl)piperazin-1-yl) propyl oxy)nicotinate OCCN1CCN(CC1)CCCOC1=NC=C(C(=O)OCC)C=C1